C(CC)[Si](OCC)(OCC)OCC n-propyl-triethoxysilane